FC(C(=O)O)(F)F.C(C)N1C(CNCC1)CC N-ethyl-2-ethylpiperazine trifluoroacetate